COC(C(=O)[O-])C(=O)[O-] methoxymalonate